Br\C(\C)=C(/C)\Br (E)-2,3-dibromo-2-butene